8-(benzyloxy)-1,2,3,4,5,6-hexahydroazepino[4,5-b]indole C(C1=CC=CC=C1)OC=1C=CC=2C3=C(NC2C1)CCNCC3